7-Cyclopentyl-2-((4-(4-(4-(2,6-dioxopiperidin-3-yl)benzyl)-piperazin-1-yl)-phenyl)amino)-N,N-dimethyl-7H-pyrrolo[2,3-d]pyrimidine-6-carboxamide C1(CCCC1)N1C(=CC2=C1N=C(N=C2)NC2=CC=C(C=C2)N2CCN(CC2)CC2=CC=C(C=C2)C2C(NC(CC2)=O)=O)C(=O)N(C)C